O(C1=CC=CC=C1)CCCC(=O)NCC(=O)OC methyl (4-phenoxybutanoyl)glycinate